ClC1=CC(NC(=C1)Cl)=O 4,6-dichloropyridin-2(1H)-one